ClC=1C=C(C=CC1F)NC1=NC=NC2=CC(=C(C=C12)OCC=1C=C2CN(C(C2=CC1F)=O)C1C(NC(CC1)=O)=O)OC 3-(5-(((4-((3-chloro-4-fluorophenyl)amino)-7-methoxyquinazolin-6-yl)oxy)methyl)-6-fluoro-1-Oxoisoindolin-2-yl)piperidine-2,6-dione